4-methoxybutene COCCC=C